4-(4-hydroxy-4-methyl-pentyl)-3-cyclohexenecarbaldehyde OC(CCCC1=CCC(CC1)C=O)(C)C